(S)-2-aminopropionitrile formate C(=O)O.N[C@H](C#N)C